N12C[C@@H](C(CC1)CC2)OC2=CC=CC(=N2)N2N(C(C=1C2=NC(=NC1)SC)=O)CC=C 1-{6-[(3R)-1-azabicyclo[2.2.2]octan-3-yloxy]pyridin-2-yl}-6-(methylsulfanyl)-2-(prop-2-en-1-yl)-1H,2H,3H-pyrazolo[3,4-d]pyrimidin-3-one